ClC1=NC=C(C(=N1)Cl)N1C[C@H](N(CC1)C(=O)OC(C)(C)C)C tert-butyl (R)-4-(2,4-dichloropyrimidin-5-yl)-2-methylpiperazine-1-carboxylate